6-fluoro-9-methoxyimidazo[1,2-a]quinoline-4-carboxamide FC1=C2C=C(C=3N(C2=C(C=C1)OC)C=CN3)C(=O)N